(2-(Nicotinoyloxy)ethyl)triphenylphosphonium trifluoroacetate FC(C(=O)[O-])(F)F.C(C1=CN=CC=C1)(=O)OCC[P+](C1=CC=CC=C1)(C1=CC=CC=C1)C1=CC=CC=C1